4,4'-methylene-bis(2-hydroxy-3-naphthoate) C(C1=C(C(=CC2=CC=CC=C12)O)C(=O)[O-])C1=C(C(=CC2=CC=CC=C12)O)C(=O)[O-]